3,4-difluorobenzoate FC=1C=C(C(=O)[O-])C=CC1F